tert-butyl (R)-4-(2-(3-(3-(ethoxycarbonyl)piperidin-1-yl)-4-fluorophenoxy)-2-methylpropanoyl)piperazine-1-carboxylate C(C)OC(=O)[C@H]1CN(CCC1)C=1C=C(OC(C(=O)N2CCN(CC2)C(=O)OC(C)(C)C)(C)C)C=CC1F